6-AMINO-2-METHYLNICOTINALDEHYDE NC1=NC(=C(C=O)C=C1)C